NC1=C(C=C(C=N1)C1=NN(C2=NC(=NC(=C21)N)NC2=C(C=C(C=C2)S(=O)(=O)C)F)C(C)C)OC 3-(6-Amino-5-methoxy-3-pyridinyl)-N6-[2-fluoro-4-(methylsulfonyl)phenyl]-1-isopropyl-1H-pyrazolo[3,4-d]pyrimidine-4,6-diamine